C1(CC1)C(=C)C1=CC=C(C=C1)O 4-(1-cyclopropylvinyl)phenol